[Li].C(C=C)(=O)O acrylic acid lithium